tert-butyl (S)-(4-iodobutan-2-yl)carbamate ICC[C@H](C)NC(OC(C)(C)C)=O